FC=1C=C(CN(C(OC(C)(C)C)=O)CCCCOCCNC2=NC(=CC3=C2C=NN3)C3=CC=NC=C3)C=C(C1OC(F)(F)F)F tert-butyl (3,5-difluoro-4-(trifluoromethoxy)benzyl)(4-(2-((6-(pyridin-4-yl)-1H-pyrazolo[4,3-c]pyridin-4-yl)amino)ethoxy)butyl)carbamate